2-(2-((1s,4S)-4-hydroxycyclohexyl)-2H-pyrazolo[3,4-b]pyrazin-6-yl)-3-methyl-5-(trifluoromethyl)phenol OC1CCC(CC1)N1N=C2N=C(C=NC2=C1)C1=C(C=C(C=C1C)C(F)(F)F)O